4-arsoryl-N,N-diethylaniline CCN(CC)C1=CC=C(C=C1)[As]=O